CC(C(=O)OCC(C)(C1=CC(=C(C=C1)F)Cl)NC(NC1=C(C(=CC=C1)CNC=1OC(=NN1)C)N)=S)(C)C 2-{[(2-amino-3-{[(5-methyl-1,3,4-oxadiazol-2-yl)amino]methyl}phenyl)carbamothioyl]amino}-2-(3-chloro-4-fluorophenyl)-propyl 2,2-dimethylpropanoate